2-(4-(3-(azetidin-3-yl)-1-(4-(trifluoromethoxy)phenyl)-1H-pyrazolo[3,4-b]pyridin-4-yl)-1H-pyrazol-1-yl)ethanol niobium-tantalum-zirconium-potassium-sodium-bismuth [Bi].[Na].[K].[Zr].[Ta].[Nb].N1CC(C1)C1=NN(C2=NC=CC(=C21)C=2C=NN(C2)CCO)C2=CC=C(C=C2)OC(F)(F)F